[Na].[Na].N=C=N carbodiimide, disodium salt